(pyridin-3-ylmethylene)-1H-1,2,3-triazole-4-carbohydrazide N1=CC(=CC=C1)C=NNC(=O)C=1N=NNC1